C(C)(C)(C)OC(CN1CCCCC1)=O 1-[2-(tert-butoxy)-2-oxoethyl]piperidin